C(C)(C)(C)C1=CC(=C(C=C1)C=1C=C2CCN(C(C2=CC1)=O)C=1C=CC(=C(C1)NS(=O)(=O)C)O)C#N N-(5-(6-(4-(tert-butyl)-2-cyanophenyl)-1-oxo-3,4-dihydroisoquinolin-2(1H)-yl)-2-hydroxyphenyl)methanesulfonamide